COC([C@@H](NC(=O)OC(C(F)(F)C1=CC(=CC=C1)Cl)C(C)C)CC1=CC=CC=C1)=O (((1-(3-chlorophenyl)-1,1-difluoro-3-methylbutan-2-yl)oxy)carbonyl)-L-phenylalanine methyl ester